C(=C)C=1C=C(C(=CC1)C)C 4-vinyl-1,2-xylene